(E)-2-amino-4-(4-nitrophenyl)-4,6-dihydrooxepino[4,3,2-cd]indole-3-carbonitrile N\C\1=C(\C(C2=CNC=3C=CC=C(C23)O1)C1=CC=C(C=C1)[N+](=O)[O-])/C#N